4-((5-Formyl-1H-imidazol-1-yl)methyl)benzonitrile C(=O)C1=CN=CN1CC1=CC=C(C#N)C=C1